1-(2,2-dimethyl-chroman-6-yl)ethanone (4r,5r)-ethyl-5-(2,4-dichlorothiazol-5-yl)-2,2-dimethyl-1,3-dioxolan-4-carboxylate C(C)OC(=O)[C@@H]1OC(O[C@H]1C1=C(N=C(S1)Cl)Cl)(C)C.CC1(OC2=CC=C(C=C2CC1)C(C)=O)C